[Cl-].C(C)C=CC=1NC=C[NH+]1 ethylvinyl-imidazolium chloride